FC(C=1C(=C(C=CC1)[C@@H](C)NC=1C2=C(N=C(N1)C)NC(C=C2)=O)F)F (R)-4-((1-(3-(difluoromethyl)-2-fluorophenyl)ethyl)amino)-2-methylpyrido[2,3-d]pyrimidin-7(8H)-one